CC(=O)N[C@@H]1[C@H](C[C@@](O[C@H]1[C@@H]([C@@H](CO)O)O)(C(=O)O)O[C@H]2[C@H]([C@H](O[C@H]([C@@H]2O)O[C@@H]3[C@H](O[C@H]([C@@H]([C@H]3O)NC(=O)C)OC[C@@H]4[C@@H]([C@@H]([C@H]([C@H](O4)O)NC(=O)C)O)O)CO)CO)O)O The molecule is a linear amino tetrasaccharide consisting of N-acetyl-alpha-neuraminyl, beta-D-galactosyl, N-acetyl-beta-D-glucosaminyl and N-acetyl-beta-D-glucosamine residues linked sequentially (2->3), (1->4) and (1->6). It is an amino tetrasaccharide, a glucosamine oligosaccharide and a galactosamine oligosaccharide.